FC=1C=NC2=CC=C(N=C2C1CCO)OC 2-(3-fluoro-6-methoxy-1,5-naphthyridin-4-yl)ethan-1-ol